BrC1=CC=C(CN2C3=C(C=4C=C(C(=CC24)F)OC)N=CC=C3)C=C1 5-(4-bromobenzyl)-7-fluoro-8-methoxy-5H-pyrido[3,2-b]indole